rac-(6-cyclopropyl-imidazo[1,5-a]pyrazin-5-yl)-[1-(2-fluoro-phenyl)-5-methyl-1H-[1,2,3]triazol-4-yl]-methanol C1(CC1)C=1N=CC=2N(C1[C@@H](O)C=1N=NN(C1C)C1=C(C=CC=C1)F)C=NC2 |r|